CC1(C(C2=CC=C(C=C2C=C1)C)C(=O)O)C(=O)O 2,6-dimethyl-naphthalenedicarboxylic acid